C(C)(=O)O.C(C)(=O)O.C(CCCCCCCCCCC)(=O)NCC(C)NC(CCCCCCCCCCC)=O N,N'-bis-lauroyl-propylenediamine diacetic acid